(4-vinylbenzyloxy)ethanol methacrylate C(C(=C)C)(=O)OC(C)OCC1=CC=C(C=C1)C=C